C(C1=CC=CC=C1)O[C@H]1[C@@H](CC1)N1N=CC(=C1)C(=O)OCC ethyl 1-(trans-2-(benzyloxy) cyclobutyl)-1H-pyrazole-4-carboxylate